6-bromo-4-methyl-1,2,3,5-tetrahydro-1,4-benzodiazepine BrC1=CC=CC2=C1CN(CCN2)C